[Si](C1=CC=CC=C1)(C1=CC=CC=C1)(C(C)(C)C)O[C@@H]1[C@H]2C[C@H]([C@@H](C1)C2)C(=O)O |r| rac-(1R,2R,4R,5S)-5-((tert-butyldiphenylsilyl)oxy)bicyclo[2.2.1]heptane-2-carboxylic acid